IC1=CC=C(O[C@@H]2[C@H](C2)NC(OC(C)(C)C)=O)C=C1 tert-butyl ((1S,2S)-2-(4-iodophenoxy)cyclopropyl)carbamate